[K+].P(=O)(OCCCCCCCCCCCC)(OCCCCCCCCCCCC)[O-] dilauryl phosphate potassium salt